[1,1'-biphenyl]-4-yl 2,3,4,6-tetra-O-acetyl-α-D-galactopyranoside C(C)(=O)O[C@H]1[C@@H](OC2=CC=C(C=C2)C2=CC=CC=C2)O[C@@H]([C@@H]([C@@H]1OC(C)=O)OC(C)=O)COC(C)=O